6-hydroxy-2-vinylhex-3-yn-1-yl acetate C(C)(=O)OCC(C#CCCO)C=C